C(C)(C)(C)C=1C(=CNC1)C(=O)N[C@H](C(=O)NC=1C(N(C=CC1)CCNC12CC3CC(CC(C1)C3)C2)=O)CCC(C(=O)NC)=O (2S)-2-(4-tert-butyl-1H-pyrrole-3-carboxamido)-N6-methyl-N1-(1-(2-(1-adamantylamino)ethyl)-2-oxo-1,2-dihydropyridin-3-yl)-5-oxohexanediamide